7-bromo-1-heptylthio acetate C(C)(=O)OSCCCCCCCBr